BrC1=CN=C(C2=CC=CC=C12)CO[Si](C)(C)C(C)(C)C 4-bromo-1-(((tert-butyldimethylsilyl)oxy)methyl)isoquinoline